1,1,1-tri(4-hydroxyphenyl)propane OC1=CC=C(C=C1)C(CC)(C1=CC=C(C=C1)O)C1=CC=C(C=C1)O